tert-Butyl 4-(3-(2-bromopyridin-4-yl)-4-(4-fluorophenyl)-4-oxobutanoyl)-4-methylpiperidine-1-carboxylate BrC1=NC=CC(=C1)C(CC(=O)C1(CCN(CC1)C(=O)OC(C)(C)C)C)C(=O)C1=CC=C(C=C1)F